tert-butyl 1-((3ar,5s,6as)-5-((2-chloro-3-(2-hydroxy-2-methylpropyloxy) benzyl) oxy) octahydrocyclopenta[c]pyrrole-2-carbonyl)-1H-pyrazole-3-carboxylate ClC1=C(COC2C[C@@H]3[C@@H](CN(C3)C(=O)N3N=C(C=C3)C(=O)OC(C)(C)C)C2)C=CC=C1OCC(C)(C)O